6-[(5-chloro-4-methylpyridin-2-yl)amino]-4-{[3-methoxy-4-(1-methyl-1H-1,2,4-triazol-3-yl)pyridin-2-yl]amino}-N-(2H3)methylpyridazine-3-carboxamide ClC=1C(=CC(=NC1)NC1=CC(=C(N=N1)C(=O)NC([2H])([2H])[2H])NC1=NC=CC(=C1OC)C1=NN(C=N1)C)C